NC=1SCC2(N1)COCC1=CC=C(C=C12)NC(C1=NC=CC=C1)=O N-(2'-amino-5'H-spiro[isochroman-4,4'-thiazol]-6-yl)picolinamide